2-(2-((6-(3-(aminomethyl)phenyl)imidazo[1,2-a]pyridin-3-yl)methoxy)phenyl)acetic acid NCC=1C=C(C=CC1)C=1C=CC=2N(C1)C(=CN2)COC2=C(C=CC=C2)CC(=O)O